CN([C@@H]1CN(CC1)CC=1C=NC2=C(N=CC=C2C1)NC=1C(=C(C=CC1)C1=C(C(=CC=C1)NC=1N=CC=C2C=C(C=NC12)CN1C[C@H](CC1)N(C)C)C)C)C N3,N3'-bis(3-(((S)-3-(dimethylamino)pyrrolidin-1-yl)methyl)-1,7-naphthyridin-8-yl)-2,2'-dimethyl-[1,1'-biphenyl]-3,3'-diamine